C(C)(C)C1=C(C=CC=C1)NC(=O)N 1-(2-isopropylphenyl)urea